ClC=1C(=NC(=NC1)NC=1C(=NN(C1)C)OC)C1=CNC2=C(C=CC=C12)N 3-{5-chloro-2-[(3-methoxy-1-methyl-1H-pyrazol-4-yl)amino]pyrimidin-4-yl}-1H-indol-7-amine